FC1=C(C=CC(=C1F)OC1=NC=CC=C1C1=NC(=NC=C1)N[C@@H]1CNC[C@@H](C1)C)NS(=O)(=O)CC1=CC=CC=C1 N-(2,3-difluoro-4-((3-(2-(((3S,5R)-5-methylpiperidin-3-yl)amino)pyrimidin-4-yl)pyridin-2-yl)oxy)phenyl)-1-phenylmethanesulfonamide